ClC=1C=C2C(=NC1OC)C(=C(N2C)C2=NC(=NN2)C(C)(F)F)C=2C=NNC2 6-chloro-2-(3-(1,1-difluoro-ethyl)-1H-1,2,4-triazol-5-yl)-5-methoxy-1-methyl-3-(1H-pyrazol-4-yl)-1H-pyrrolo-[3,2-b]pyridine